CON(C(=O)C1=CC=C(CNC(OC(C)(C)C)=O)C=C1)C tert-Butyl 4-(methoxy(methyl)carbamoyl)benzylcarbamate